C(C)O[C@H]1C[C@@H](N(CC1)C1CCCC2=C1C=1C=CNC1C(=C2)C)C2=CC=C(C(=O)O)C=C2 4-((2R,4R)-4-ethoxy-1-(4-methyl-6,7,8,9-tetrahydro-3H-benzo[e]indol-9-yl)piperidin-2-yl)benzoic acid